4-((1S,4S)-2-oxa-5-azabicyclo[2.2.1]heptan-5-yl)-3-fluoroaniline [C@@H]12OC[C@@H](N(C1)C1=C(C=C(N)C=C1)F)C2